6,7-dihydro-5H-cyclopenta[d]pyrimidine N1=CN=CC2=C1CCC2